CN(C(=S)[S-])C.[Zn+2].C(C)(C)(CC(C)(C)C)NC(C=C)=O.CN(C(=S)[S-])C N-t-octyl-acrylamide zinc N,N-dimethylcarbamodithioate